heptadecane-3,11-diol CCC(CCCCCCCC(CCCCCC)O)O